1-(7-fluoro-5-phenyl-6,7-dihydro-5H-pyrrolo[1,2-b][1,2,4]triazol-2-yl)-2,2-dimethyl-propan-1-one FC1CC(N2N=C(N=C21)C(C(C)(C)C)=O)C2=CC=CC=C2